F[C@H]1CN(CC[C@H]1OC1=C2C(=NC=NC2=CC=C1)NC1=CC(=C(C=C1)OC1=CC=2N(C=C1)C=CN2)C)C 5-(((3S,4R)-3-fluoro-1-methylpiperidin-4-yl)oxy)-N-(4-(imidazo[1,2-a]pyridin-7-yloxy)-3-methylphenyl)quinazolin-4-amine